3,4,6,7,8,9-Hexahydropyrido[3',4':4,5]imidazo[1,2-a]pyrazine-2(1H)-carboxylic acid C1N(CCC2=C1N=C1N2CCNC1)C(=O)O